C(C)(C)(C)N(C(O)=O)C1=C(C=C(C=C1NC)F)F.C(C)[Si]1(O[Si](O[Si](O[Si](O[Si](O1)(C)CC)(C)CC)(C)CC)(C)CC)C 2,4,6,8,10-pentaethyl-2,4,6,8,10-pentamethyl-cyclopentasiloxane tert-butyl-(2,4-difluoro-6-(methylamino)phenyl)carbamate